5-methoxy-6-(2-methyl-2H-1,2,3-triazol-4-yl)pyrimidin-4-amine COC=1C(=NC=NC1C1=NN(N=C1)C)N